N[C@@H](CCCNC(=O)N)C=O Deoxycitrulline